(S)-2-amino-3-(3-(6-ethyl-1,2,4,5-tetrazin-3-yl)phenyl)propanoic acid N[C@H](C(=O)O)CC1=CC(=CC=C1)C=1N=NC(=NN1)CC